[(1S)-2-(1-benzofuran-3-yl)-1-{[(1S,2R,4R)-7-oxabicyclo[2.2.1]heptan-2-yl]formamido}ethyl]boronic acid O1C=C(C2=C1C=CC=C2)C[C@@H](NC(=O)[C@H]2[C@@H]1CC[C@H](C2)O1)B(O)O